(S)-6-(cyclopropylmethoxy)-N-(1-hydroxy-4-methylpent-2-yl)-5-(3-methoxyazetidin-1-yl)pyridineamide C1(CC1)COC1=C(C=CC(=N1)C(=O)N[C@H](CO)CC(C)C)N1CC(C1)OC